C(C=C)(=O)OC[Si](OC)(OC)CCC acryloyloxymethyl-propyl-dimethoxysilane